CC1(CN(C1)CC(=O)NC=1N=CC2=CC=C(C=C2C1)C=1C=NN(C1CN1CCCCC1)C)C 2-(3,3-dimethylazetidin-1-yl)-N-(6-(1-methyl-5-(piperidin-1-ylmethyl)-1H-pyrazol-4-yl)isoquinolin-3-yl)acetamide